1,1,1-trifluoro-N-[5-[3-(hydroxyimino)-2-oxo-1-pyrrolidinyl]-2,4-dimethylphenyl]methanesulfonamide FC(S(=O)(=O)NC1=C(C=C(C(=C1)N1C(C(CC1)=NO)=O)C)C)(F)F